[N+](=O)([O-])C1=CC(=C(C=C1NC1=NN=NN1)NC1=NN=NN1)[N+](=O)[O-] dinitro-N1,N3-bis(1H-tetrazol-5-yl)benzene-1,3-diamine